CC1(OC2=C(C1)C=C(C(=C2)N2CCCC2)NC(=O)C=2C=NN1C2N=CC=C1)C N-(2,2-dimethyl-6-(pyrrolidin-1-yl)-2,3-dihydrobenzo-furan-5-yl)pyrazolo[1,5-a]pyrimidine-3-carboxamide